N[C@@H]([C@H](O)C)C(=O)N[C@@H](CC1=CC=CC=C1)C(=O)O threonyl-phenylalanine